Cyclobutylidene[2-(5-methyl-2-furyl)-4-phenyl-5-methyl-1-indenyl][2-(5-methyl-2-furyl)-4-phenyl-1-indenyl]zirconium dichloride [Cl-].[Cl-].C1(CCC1)=[Zr+2](C1C(=CC2=C(C=CC=C12)C1=CC=CC=C1)C=1OC(=CC1)C)C1C(=CC2=C(C(=CC=C12)C)C1=CC=CC=C1)C=1OC(=CC1)C